tert-Butyl (trans-4-(((trans-4-(4-methoxy-3-methylphenyl)cyclohexyl)methyl)(3-(2-methoxythiazol-5-yl)phenyl)carbamoyl) cyclohexyl)carbamate COC1=C(C=C(C=C1)[C@@H]1CC[C@H](CC1)CN(C(=O)[C@@H]1CC[C@H](CC1)NC(OC(C)(C)C)=O)C1=CC(=CC=C1)C1=CN=C(S1)OC)C